2,7-dipropyldithieno[3,2-B:2',3'-D]pyran-5-one C(CC)C1=CC=2OC(C3=C(C2S1)SC(=C3)CCC)=O